4-(2,4-bis(trifluoromethyl)phenyl)-7-(methylthio)pyrazolo[1,5-d][1,2,4]triazine FC(C1=C(C=CC(=C1)C(F)(F)F)C=1C=2N(C(=NN1)SC)N=CC2)(F)F